NC=1N=CC=C2C=CC=NC12 8-amino-1,7-naphthyridine